((2R,3R,4S,5S)-3-acetoxy-2-azido-5-(4-benzoylamino pyrrolo[2,1-f][1,2,4]triazin-7-yl)-4-fluorotetrahydrofuran-2-yl) methylbenzoate CC1=C(C(=O)O[C@@]2(O[C@H]([C@@H]([C@@H]2OC(C)=O)F)C2=CC=C3C(=NC=NN32)NC(C3=CC=CC=C3)=O)N=[N+]=[N-])C=CC=C1